1-(1Z-eicosenyl)-2-tridecanoyl-glycero-3-phosphoserine CCCCCCCCCCCCCCCCCC/C=C\OC[C@H](COP(=O)(O)OC[C@@H](C(=O)O)N)OC(=O)CCCCCCCCCCCC